2-(((1r,4r)-4-(((5-methylthiophen-2-yl)(phenyl)carbamoyl-oxy)methyl)cyclohexyl)methoxy)acetic acid CC1=CC=C(S1)N(C(=O)OCC1CCC(CC1)COCC(=O)O)C1=CC=CC=C1